1-chloro-2-trifluoromethanesulfonyl-benzene ClC1=C(C=CC=C1)S(=O)(=O)C(F)(F)F